6-bromo-N-[3-fluoro-5-(2-fluoroethoxy)-6-methoxy-2-pyridyl]pyrazolo[1,5-a]pyridine-3-sulfonamide BrC=1C=CC=2N(C1)N=CC2S(=O)(=O)NC2=NC(=C(C=C2F)OCCF)OC